4-(2-amino-5-chloro-3-fluorophenyl)-2-methyl-hex-3-en-2-ol NC1=C(C=C(C=C1F)Cl)C(=CC(C)(O)C)CC